COC1=CC=C(C=C1)CCN[C@H](C1=CC=CC=C1)[C@@H]1CNC2=C(O1)N=CC(=C2)C=2C=NN(C2)C 2-(4-methoxyphenyl)-N-((R)-((S)-7-(1-methyl-1H-pyrazol-4-yl)-2,3-dihydro-1H-pyrido[2,3-b][1,4]oxazin-3-yl)(phenyl)methyl)ethanamine